(1R,3S,5R)-2-(2-(3-acetyl-7-methyl-5-(2-methylpyrimidin-5-yl)-1H-indazol-1-yl)acetyl)-5-methyl-N-(6-(trifluoro-methoxy)pyridin-2-yl)-2-azabicyclo[3.1.0]hexane-3-carboxamide C(C)(=O)C1=NN(C2=C(C=C(C=C12)C=1C=NC(=NC1)C)C)CC(=O)N1[C@@H]2C[C@@]2(C[C@H]1C(=O)NC1=NC(=CC=C1)OC(F)(F)F)C